CN1C(N(C2=C1C=C(C=C2)C#CC=2C=NC(=NC2)N2CC1(CCN1CC1CCNCC1)C2)C2C(NC(CC2)=O)=O)=O 3-(3-Methyl-2-oxo-5-((2-(1-(piperidin-4-ylmethyl)-1,6-diazaspiro[3.3]heptan-6-yl)pyrimidin-5-yl)ethynyl)-2,3-dihydro-1H-benzo[d]imidazol-1-yl)piperidine-2,6-dione